NC1(CC=NC=C1)N 4,4-diaminopyridine